NC=1C2=C(N=C(N1)C)N(C=C2C2=C(C=C(C=C2)NC(C(C=2C=CC=C1C=NN(C21)C)O)=O)C)C N-(4-(4-amino-2,7-dimethyl-7H-pyrrolo[2,3-d]pyrimidin-5-yl)-3-methylphenyl)-2-hydroxy-2-(1-methyl-1H-indazol-7-yl)acetamide